O1C(=CC=C1)C1=NN2C(N=C(C=C2)N2CCN(CC2)CC=2N(C=CN2)C)=C1C#N 2-(2-furyl)-5-[4-[(1-methylimidazol-2-yl)methyl]piperazin-1-yl]pyrazolo[1,5-a]pyrimidine-3-carbonitrile